C(=O)O.O water (formate)